(4-((2S,4S)-4-ethoxy-1-((5-methoxy-7-methyl-1H-indol-4-yl)methyl)piperidin-2-yl)benzoyl)tryptophan C(C)O[C@@H]1C[C@H](N(CC1)CC1=C2C=CNC2=C(C=C1OC)C)C1=CC=C(C(=O)N[C@@H](CC2=CNC3=CC=CC=C23)C(=O)O)C=C1